6-amino-N-((1-methylcyclobutyl)methyl)-2,3-dihydrobenzofuran-5-carboxamide NC1=CC2=C(CCO2)C=C1C(=O)NCC1(CCC1)C